Cl.FC=1C=CC(=C(C(=O)N(C)C(C)C)C1)N1C=C(C=2C1=CN=CC2)C2CNCCC2 5-fluoro-N-isopropyl-N-methyl-2-(3-(piperidin-3-yl)-1H-pyrrolo[2,3-c]pyridin-1-yl)benzamide hydrochloride